C(C)(C)(C)OC(=O)N1CC=2C(N(C=3N=CC=CC3C2CC1)CC1=C(C=CC=C1)Br)=O 6-(2-bromobenzyl)-5-oxo-1,4,5,6-tetrahydropyrido[3,4-C][1,8]naphthyridine-3(2H)-carboxylic acid tert-butyl ester